C1(CCCCC1)NC1=C(C(=NO)N)C=C(C=C1)S(=O)(=O)NC 2-(cyclohexylamino)-N'-hydroxy-5-(N-methylaminosulfonyl)benzamidine